3-chloro-2-nitrothiophenol ClC=1C(=C(C=CC1)S)[N+](=O)[O-]